BrC1=CC(=C(O[C@H](C(=O)O)C)C=C1)C=1C=NOC1 (2S)-2-[4-bromo-2-(1,2-oxazol-4-yl)phenoxy]propionic acid